ClC(C1=CC=C(O1)C(=O)NC12CC(C1)(C2)C=2SC1=C(N2)C=C(C=C1)Cl)S(=O)(=O)C 5-(chloro(methylsulfonyl)methyl)-N-(3-(5-chlorobenzo[d]thiazol-2-yl)bicyclo[1.1.1]pentan-1-yl)furan-2-carboxamide